CNC=1N=C(C(=NC1C=1C2=C(C=NC1)N(C=N2)C)C(=O)N)NC2=CC=C(C=C2)OC2CCN(CC2)C 5-(methylamino)-6-(3-methylimidazo[4,5-c]pyridin-7-yl)-3-[4-[(1-methyl-4-piperidyl)oxy]anilino]pyrazine-2-carboxamide